FC=1C=C(OC2=CC=C(C=C2)N2N=C3C(NCCC3N3CCNCC3)=C2C(=O)N)C=C(C1)F 2-[4-(3,5-difluorophenoxy)phenyl]-7-(piperazin-1-yl)-4,5,6,7-tetrahydro-2H-pyrazolo[4,3-b]pyridine-3-carboxamide